dimethoxyphosphoryl-m-methoxyaniline vanadium [V].COP(=O)(OC)NC1=CC(=CC=C1)OC